7-(5-chloro-2-(((3S,4R)-3-hydroxytetrahydro-2H-pyran-4-yl)amino)pyrimidin-4-yl)-9-fluoro-1,4-dimethyl-3,4-dihydrobenzo[4,5]imidazo[1,2-a]pyrimidin-2(1H)-one ClC=1C(=NC(=NC1)N[C@H]1[C@@H](COCC1)O)C1=CC2=C(N=C3N2C(CC(N3C)=O)C)C(=C1)F